1,1,3,3-tetrafluoro-1-iodo-propane FC(CC(F)F)(I)F